(1S,5S)-β-pinene [C@H]12C(CC[C@H](C1(C)C)C2)=C